8-Methyl-5-(4,4,5,5-tetramethyl-1,3,2-dioxaborolan-2-yl)quinoline CC=1C=CC(=C2C=CC=NC12)B1OC(C(O1)(C)C)(C)C